6-(4-chlorophenyl)-N-(1-hydroxy-prop-2-yl)-2-(1-methyl-1H-pyrazol-4-yl)-3-oxo-2,3-dihydropyridazine-4-carboxamide ClC1=CC=C(C=C1)C=1C=C(C(N(N1)C=1C=NN(C1)C)=O)C(=O)NC(CO)C